ethyl 5-(2-methoxyethoxy)-3-oxopentanoate COCCOCCC(CC(=O)OCC)=O